C(CC(C)C)OC=C vinyl i-amyl ether